(S)-3-(2,4-dimethoxyphenyl)-2-(phthalimido)-N-(8-quinolinyl)propionamide COC1=C(C=CC(=C1)OC)C[C@@H](C(=O)NC=1C=CC=C2C=CC=NC12)N1C(C=2C(C1=O)=CC=CC2)=O